2,6-dichloro-9-acryloyloxy-10-methoxy-1,4-dihydroanthracene ClC=1CC2=C(C3=CC=C(C=C3C(=C2CC1)OC)Cl)OC(C=C)=O